C1(CC1)OC1=C(C=CC(=C1)OCCOC)NC1=CC=NC2=CC(=CC=C12)C(F)F N-(2-cyclopropoxy-4-(2-methoxy-ethoxy)phenyl)-7-(di-fluorometh-yl)quinolin-4-amine